6-bromo-8-fluoro-2-methyl-7-phenoxy-imidazo[1,2-a]pyridine BrC=1C(=C(C=2N(C1)C=C(N2)C)F)OC2=CC=CC=C2